tert-butyl 5-[6-chloro-5-[[4-methyl-6-(methylamino)pyrimidin-2-yl] amino]-2,3-dihydrobenzofuran-7-yl]-2-methyl-2,3,4,7-tetrahydroazepine-1-carboxylate ClC1=C(C2=C(CCO2)C=C1NC1=NC(=CC(=N1)C)NC)C=1CCC(N(CC1)C(=O)OC(C)(C)C)C